(S)-2-(6-(1,4-dimethyl-1H-1,2,3-triazol-5-yl)-1-methyl-4-(phenyl(tetrahydro-2H-pyran-4-yl)methyl)-1,4-dihydropyrazolo[3',4':4,5]pyrrolo[3,2-b]pyridine-3-yl)propan-2-ol CN1N=NC(=C1C=1C=C2C(=NC1)C1=C(N2[C@@H](C2CCOCC2)C2=CC=CC=C2)C(=NN1C)C(C)(C)O)C